6-bromo-N-[5-(2,2-difluoroethyl)-4,6-dimethoxy-pyrimidin-2-yl]-7-(triazol-2-yl)-1H-indole-3-sulfonamide BrC1=CC=C2C(=CNC2=C1N1N=CC=N1)S(=O)(=O)NC1=NC(=C(C(=N1)OC)CC(F)F)OC